N-({2-chloro-4-[2-oxo-2-(4-{[1,2,4]triazolo[4,3-b]pyridazin-6-yl}piperazin-1-yl)ethyl]phenyl}methyl)-2-methylpropanamide ClC1=C(C=CC(=C1)CC(N1CCN(CC1)C=1C=CC=2N(N1)C=NN2)=O)CNC(C(C)C)=O